CN1C(=CC=CC1=O)C=1C=C(C=CC1)N1N=C(C=CC1=O)C(=O)N 1-[3-(1-methyl-6-oxo-2-pyridinyl)phenyl]-6-oxo-pyridazine-3-carboxamide